BrC1=CC=C(C=C1)N1CCN(CCC1)C(=O)OC(C)(C)C tert-butyl 4-(4-bromophenyl)-1,4-diazacycloheptane-1-carboxylate